2-[(4-bromo-2-chloro-5-fluoro-phenyl)methyl]isoindoline-1,3-dione BrC1=CC(=C(C=C1F)CN1C(C2=CC=CC=C2C1=O)=O)Cl